tert-butyl 2-(tert-butyldimethylsilyl)-1-(trifluoromethyl)-2,7-diazaspiro[3.5]nonane-7-carboxylate [Si](C)(C)(C(C)(C)C)N1C(C2(C1)CCN(CC2)C(=O)OC(C)(C)C)C(F)(F)F